N1-(2,6-bis(benzyloxy)pyridin-3-yl)-N2-methyl-3-nitrobenzene-1,2-diamine C(C1=CC=CC=C1)OC1=NC(=CC=C1NC=1C(=C(C=CC1)[N+](=O)[O-])NC)OCC1=CC=CC=C1